6-isopropoxy-2-((1S,4S)-1-methyl-2-oxabicyclo[2.2.1]hept-4-yl)-N-(pyrazolo[1,5-a]pyrimidin-3-yl)-2H-indazole-5-carboxamide C(C)(C)OC=1C(=CC2=CN(N=C2C1)[C@@]12CO[C@@](CC1)(C2)C)C(=O)NC=2C=NN1C2N=CC=C1